4-(6-(4-((3-chloropyridin-2-yl)methyl)-4-hydroxypiperidin-1-yl)pyridin-3-yl)-6-(2-hydroxy-2-methylpropoxy)pyrazolo[1,5-a]pyridine-3-carbonitrile ClC=1C(=NC=CC1)CC1(CCN(CC1)C1=CC=C(C=N1)C=1C=2N(C=C(C1)OCC(C)(C)O)N=CC2C#N)O